1-(1-(2-fluoroacryloyl)azetidin-3-yl)-7-(3-hydroxypiperidin-1-yl)-3-(4-(trifluoromethyl)phenyl)-1,3-dihydro-2H-imidazo[4,5-b]pyridin-2-one FC(C(=O)N1CC(C1)N1C(N(C2=NC=CC(=C21)N2CC(CCC2)O)C2=CC=C(C=C2)C(F)(F)F)=O)=C